ClCCOC(C(=C)C)=O.OC1(CCN(CC1)CCC)C (R)-1-(4-hydroxy-4-methylpiperidin-1-yl)propane 2-chloroethyl-methacrylate